ClC1=CC=C2C(=CNC2=C1)S(=O)(=O)NC1=NC(=C(C=C1F)CCOCC)F 6-chloro-N-[5-(2-ethoxyethyl)-3,6-difluoropyridin-2-yl]-1H-indole-3-sulfonamide